N2-[4-oxo-4-[4-(4-oxo-8-phenyl-4H-1-benzopyran-2-yl)morpholin-4-ium-4-ylmethoxy]butyryl]-L-arginyl-glycyl-L-aspartyl-L-serine acetate C(C)(=O)OC[C@H](NC([C@@H](NC(CNC([C@@H](NC(CCC(OC[N+]1(CCOCC1)C=1OC2=C(C(C1)=O)C=CC=C2C2=CC=CC=C2)=O)=O)CCCNC(N)=N)=O)=O)CC(=O)O)=O)C(=O)O